[6-(2-tert-butoxycarbonyl-2,6-diazaspiro[3.3]heptan-6-yl)-3-pyridyl]boronic acid C(C)(C)(C)OC(=O)N1CC2(C1)CN(C2)C2=CC=C(C=N2)B(O)O